C(C)OC1=NN(C(=C1)C)C1=NC(=CC=C1C(C)=O)N1C=NC2=C1C=C(C=C2)NC=2N=NC(=CC2)C 1-[2-(3-ethoxy-5-methyl-pyrazol-1-yl)-6-[6-[(6-methylpyridazin-3-yl)amino]benzimidazol-1-yl]-3-pyridinyl]ethanone